(+/-)-trans-methyl 3-((6-(benzofuran-2-yl)-2-(5-fluoro-1-tosyl-1H-pyrrolo[2,3-b]pyridin-3-yl)pyrimidin-4-yl)amino)bicyclo[2.2.2]octane-2-carboxylate O1C(=CC2=C1C=CC=C2)C2=CC(=NC(=N2)C2=CN(C1=NC=C(C=C12)F)S(=O)(=O)C1=CC=C(C)C=C1)NC1C(C2CCC1CC2)C(=O)OC